NC(CO)C(CO)N 2,3-diamino-1,4-butanediol